The molecule is the ester resulting from the formal condensation of 1-cyclohexylcyclohexanecarboxylic acid with 2-(diethylamino)ethanol. An anticholinergic, it is used as the hydrochloride to treat or prevent spasm in the muscles of the gastrointestinal tract, particularly that associated with irritable bowel syndrome. It has a role as a muscarinic antagonist, an antispasmodic drug and a parasympatholytic. It is a tertiary amine and a carboxylic ester. It derives from a 2-diethylaminoethanol and a 1,1'-bi(cyclohexyl)-1-carboxylic acid. CCN(CC)CCOC(=O)C1(CCCCC1)C2CCCCC2